C1=CC=CC=2C3=CC=CC=C3C(C12)COC(=O)N[C@H](C(=O)O)[C@@H](C)C1=CNC2=C(C=CC=C12)C (2S,3S)-2-((((9H-fluoren-9-yl)methoxy)carbonyl)amino)-3-(7-methyl-1H-indol-3-yl)butanoic acid